F[C@H]1[C@@H]2CCC[C@H](C[C@H]1OC1=CC=C(N=N1)C1=C(C=C(C=C1)C1=CN(C(O1)=O)C)O)N2 5-(4-(6-(((1s,2s,3r,5r)-2-fluoro-9-azabicyclo[3.3.1]non-3-yl)oxy)pyridazin-3-yl)-3-hydroxyphenyl)-3-methyl-oxazol-2(3H)-one